Tert-butyl (2S,4R)-4-(7-bromo-4-oxoquinazolin-3(4H)-yl)-2-methylpiperidine-1-carboxylate BrC1=CC=C2C(N(C=NC2=C1)[C@H]1C[C@@H](N(CC1)C(=O)OC(C)(C)C)C)=O